ethyl (2S,3S)-3-(allyloxy)-2-(bis(4-methoxybenzyl)amino)-3-(4-bromothiazol-2-yl)propanoate C(C=C)O[C@@H]([C@@H](C(=O)OCC)N(CC1=CC=C(C=C1)OC)CC1=CC=C(C=C1)OC)C=1SC=C(N1)Br